C1(=CC=CC=C1)CC(CC1=CC=CC=C1)(C=1OC[C@@H](N1)C1=CC=CC=C1)C=1OC[C@@H](N1)C1=CC=CC=C1 (4S,4'S)-2,2'-(1,3-diphenylpropane-2,2-diyl)bis(4-phenyl-4,5-dihydro-oxazole)